1-(ethylsulfonyl)-8-isothiocyanatooctan C(C)S(=O)(=O)CCCCCCCCN=C=S